11-Methyl-2-(trifluoromethyl)-11H-imidazo[1',2':1,2]pyrido[3,4-b]indole CN1C2=C(C3=CC=CC=C13)C=CN1C2=NC(=C1)C(F)(F)F